COC(=O)NC=1C=CC(=NC1C(F)(F)F)C(=O)O 5-(methoxycarbonylamino)-6-(trifluoromethyl)pyridine-2-carboxylic acid